C1(CC1)C1=C(C2=C(C=3C(=NNC3C=C2)F)CCC1)C1=CC=C(C=C1)N1CCC(CC1)C=O 1-(4-(7-cyclopropyl-1-fluoro-3,8,9,10-tetrahydrocyclohepta[e]indazol-6-yl)phenyl)piperidine-4-carbaldehyde